crotyl-lysine C(C=CC)N[C@@H](CCCCN)C(=O)O